ClC1=CC=C2C=CNC2=C1C1=C2C(=NC(=C1C#N)N1CC3(CN(C3)C(C=C)=O)CC1)CC(OC2)(C)C 4-(6-chloro-1H-indol-7-yl)-7,7-dimethyl-2-(2-(2-propenoyl)-2,6-diazaspiro[3.4]octan-6-yl)-7,8-dihydro-5H-pyrano[4,3-b]pyridine-3-carbonitrile